(4-methoxybenzylidene)aniline isoeicosyl-methacrylate methyl-anthranilate (METHYL-ANTHRANILATE) CNC=1C(C(=O)O)=CC=CC1.COC(C=1C(N)=CC=CC1)=O.C(CCCCCCCCCCCCCCCCC(C)C)OC(C(=C)C)=O.COC1=CC=C(C=NC2=CC=CC=C2)C=C1